BrC=1C=C(C=O)C=C(C1OS(=O)(=O)C1=C(C=C(C=C1C)C)C)OC 3-bromo-5-methoxy-4-((2,4,6-trimethylphenyl)sulfonyloxy)benzaldehyde